1-(benzo[b]thiophen-2-yl)-3-aza-bicyclo[3.1.0]hexane S1C2=C(C=C1C13CNCC3C1)C=CC=C2